(2S)-2-amino-N-[(2-chloro-4-isopropylphenyl)methyl]pentanediamide hydrochloride Cl.N[C@H](C(=O)NCC1=C(C=C(C=C1)C(C)C)Cl)CCC(=O)N